tert-butyl 4-[(R)-[4,5-dichloro-2-(prop-2-en-1-yloxy)phenyl]([[(S)-2-methylpropane-2-sulfinyl]amino])methyl]-2-methylpiperidine-1-carboxylate ClC1=CC(=C(C=C1Cl)[C@@H](C1CC(N(CC1)C(=O)OC(C)(C)C)C)N[S@@](=O)C(C)(C)C)OCC=C